isopropyl 3-(5-acrylamido-2,4-dimethylphenyl)-2-(4-(4-methylpiperazin-1-yl)phenyl)-1H-pyrrolo[2,3-b]pyridine-5-carboxylate C(C=C)(=O)NC=1C(=CC(=C(C1)C1=C(NC2=NC=C(C=C21)C(=O)OC(C)C)C2=CC=C(C=C2)N2CCN(CC2)C)C)C